4-chloro-1-[2-(2,2-dimethylpyrrolidin-1-yl)-2-oxoethyl]-5-fluoro-1'-(1H-pyrazolo[4,3-b]pyridine-5-carbonyl)spiro[indole-3,4'-piperidin]-2-one ClC1=C2C(=CC=C1F)N(C(C21CCN(CC1)C(=O)C1=CC=C2C(=N1)C=NN2)=O)CC(=O)N2C(CCC2)(C)C